N-(4-methoxy-2-(4-methylpiperazin-1-yl)-5-((6-(3-(3-(phenylethynyl)phenyl)isoxazolidin-2-yl)pyrimidin-4-yl)amino)phenyl)acrylamide COC1=CC(=C(C=C1NC1=NC=NC(=C1)N1OCCC1C1=CC(=CC=C1)C#CC1=CC=CC=C1)NC(C=C)=O)N1CCN(CC1)C